4-bromo-5-cyclopropyl-1-(tetrahydro-2H-pyran-2-yl)-1,5,6,7-tetrahydrocyclopenta[f]indazol-5-ol BrC1=C2C=NN(C2=CC2=C1C(CC2)(O)C2CC2)C2OCCCC2